4-{4-[6-(2-Methoxyethyl)-1,3-benzoxazol-2-yl]piperidin-1-yl}-1-methyl-2-oxo-1,2-dihydroquinoline-3-carbonitrile COCCC1=CC2=C(N=C(O2)C2CCN(CC2)C2=C(C(N(C3=CC=CC=C23)C)=O)C#N)C=C1